(5-cyano-1-(4-sulfamoyl-benzyl)-1H-benzo[d]imidazol-2-yl)-1-ethyl-3-methyl-1H-pyrazole-5-carboxamide C(#N)C1=CC2=C(N(C(=N2)C=2C(=NN(C2C(=O)N)CC)C)CC2=CC=C(C=C2)S(N)(=O)=O)C=C1